(E)-1,1,1,2,2,3,4,5,6,6,7,7,7-tridecafluoro-5-methoxyhept-3-ene FC(C(/C(=C(/C(C(C(F)(F)F)(F)F)(OC)F)\F)/F)(F)F)(F)F